FC=1C=C(C=CC1N1CCC(CC1)N1CCCC1)C1(NNC(=N1)N)N 3-(3-fluoro-4-(4-(pyrrolidinyl)piperidinyl)phenyl)-1H-1,2,4-triazole-3,5-diamine